1-(3-(tert-butyl)-1-(3-chloro-4-methylphenyl)-1H-pyrazol-5-yl)-3-(2-(methylthio)-4-((3-oxo-3,4-dihydropyrido[2,3-b]pyrazin-8-yl)oxy)phenyl)urea C(C)(C)(C)C1=NN(C(=C1)NC(=O)NC1=C(C=C(C=C1)OC1=CC=NC=2NC(C=NC21)=O)SC)C2=CC(=C(C=C2)C)Cl